2-methyl-5-[(4-methyl-1,3-thiazol-5-yl)methoxy]-N-[2-methyl-2-(morpholin-4-yl)propyl]-1-benzothiophene-3-carboxamide CC=1SC2=C(C1C(=O)NCC(C)(N1CCOCC1)C)C=C(C=C2)OCC2=C(N=CS2)C